5-(tert-butyl)-N-(4-(3-(piperazin-1-yl)pyridin-4-yl)-2-(trifluoromethyl)benzyl)-1,2,4-oxadiazole-3-carboxamide hydrochloride Cl.C(C)(C)(C)C1=NC(=NO1)C(=O)NCC1=C(C=C(C=C1)C1=C(C=NC=C1)N1CCNCC1)C(F)(F)F